alpha-ketopentane O=CCCCC